BrC=1C=C(C=2N(C1)C(=C(N2)I)CO[Si](C)(C)C(C)(C)C)F 6-bromo-3-{[(tert-butyldimethylsilyl)oxy]methyl}-8-fluoro-2-iodoimidazo[1,2-a]pyridine